(1-(5-(6-Ethoxy-1H-pyrazolo[3',4':3,4]pyrazolo[1,5-a]pyridin-4-yl)pyridine-2-yl)-4-methylpiperidin-4-yl)amino tert-butyl carbonate C(ONC1(CCN(CC1)C1=NC=C(C=C1)C=1C=2N(C=C(C1)OCC)N=C1C2C=NN1)C)(OC(C)(C)C)=O